(3s,6S)-hexyl 3,8-dibenzyl-6-(4-hydroxybenzyl)-4,7-dioxohexahydropyrazino[2,1-c][1,2,4]oxadiazine-1(6H)-carboxylate C(C1=CC=CC=C1)[C@H]1C(N2C(N(O1)C(=O)OCCCCCC)CN(C([C@@H]2CC2=CC=C(C=C2)O)=O)CC2=CC=CC=C2)=O